Di(undec-10-en-1-yl)(4-((3-hydroxypropyl)amino)butyl)phosphoramide C(CCCCCCCCC=C)NP(=O)(NCCCCNCCCO)NCCCCCCCCCC=C